2-(3-(dimethoxymethyl)pyrrolidin-1-yl)-5-iodopyridine COC(C1CN(CC1)C1=NC=C(C=C1)I)OC